6-chloro-5-(2,6-difluorophenyl)-3-methyl-2-(methylthio)-7-(trifluoromethyl)-3H-1,4-benzodiazepine ClC1=C(C=CC2=C1C(=NC(C(=N2)SC)C)C2=C(C=CC=C2F)F)C(F)(F)F